2-bromo-5-chloro-3-fluoro-4'-morpholino-[1,1'-biphenyl]-4-carbaldehyde BrC1=C(C=C(C(=C1F)C=O)Cl)C1=CC=C(C=C1)N1CCOCC1